2-(3'-tert-Butyl-2'-hydroxy-5'-(2-methoxycarbonylethyl)phenyl)-benzotriazole C(C)(C)(C)C=1C(=C(C=C(C1)CCC(=O)OC)N1N=C2C(=N1)C=CC=C2)O